OC(CN1CCC2(CNCN2)CC1)CN1C2=CC=CC=C2SC=2C=CC(=CC12)C(F)(F)F 8-(2-hydroxy-3-(2-(trifluoromethyl)-10H-phenothiazin-10-yl)propyl)-1,3,8-triazaspiro[4.5]decane